2-((8aS)-6-chloro-8,8a,9,10,11,12-hexahydropyrazino[2',1':3,4][1,4]oxazepino[5,6,7-de]quinazolin-5-yl)-3-fluorophenol ClC1=C2C3=C(N=CN=C3C=C1C1=C(C=CC=C1F)O)N1[C@H](CO2)CNCC1